boric acid trimethyl ester COB(OC)OC